24-[Hydroxy(2-methoxyphenyl)methyl]-7-(hydroxymethyl)-5α-cholane-3β,4β-diol OC(CCC[C@@H](C)[C@H]1CC[C@H]2[C@@H]3C(C[C@H]4[C@H]([C@H](CC[C@]4(C)[C@H]3CC[C@]12C)O)O)CO)C1=C(C=CC=C1)OC